ClC=1C=C(C(=O)NC)C=C(C1)Cl 3,5-dichloro-N-methylbenzamide